tert-Butyl 6-[3-(3-bicyclo[1.1.1]pentanylmethoxy)pyrazol-1-yl]-2-chloro-pyridine-3-carboxylate C12CC(C1)(C2)COC2=NN(C=C2)C2=CC=C(C(=N2)Cl)C(=O)OC(C)(C)C